1-(4-(5-Oxo-3-phenyl-4-(2-phenylhydrazino)-4,5-dihydro-1H-pyrazol-1-yl)benzoyl)piperidin-4-one O=C1C(C(=NN1C1=CC=C(C(=O)N2CCC(CC2)=O)C=C1)C1=CC=CC=C1)NNC1=CC=CC=C1